ethyl (S)-3-(((R)-tert-butylsulfinyl)amino)-3-(5-chloro-4-fluoro-2',4',6'-trimethyl-[1,1'-biphenyl]-3-yl)propanoate C(C)(C)(C)[S@@](=O)N[C@@H](CC(=O)OCC)C=1C=C(C=C(C1F)Cl)C1=C(C=C(C=C1C)C)C